5-fluoro-1-(5-(((2S,4R)-1-isobutyl-2-methylpiperidin-4-yl)methyl)pyrazolo[1,5-a]pyridin-3-yl)pyrimidine-2,4(1H,3H)-dione FC=1C(NC(N(C1)C=1C=NN2C1C=C(C=C2)C[C@H]2C[C@@H](N(CC2)CC(C)C)C)=O)=O